(S)-N-(4-cyano-7-(4-(1,1-difluoroethyl)phenyl)-2,3-dihydrobenzofuran-5-yl)-oxirane-2-carboxamide C(#N)C1=C(C=C(C2=C1CCO2)C2=CC=C(C=C2)C(C)(F)F)NC(=O)[C@H]2OC2